OC1=CC=C2C(=CC(OC2=C1)=O)C 7-hydroxy-4-methyl-2H-chromen-2-one